(3S,4R)-3-((tert-butoxycarbonyl)amino)-4-((6-(2,6-dichloro-3,5-dimethoxyphenyl)quinazolin-2-yl)amino)cyclopentane-1-carboxylic acid C(C)(C)(C)OC(=O)N[C@H]1CC(C[C@H]1NC1=NC2=CC=C(C=C2C=N1)C1=C(C(=CC(=C1Cl)OC)OC)Cl)C(=O)O